OC1=CC=C(C=C1)C=1N=C2N(C=CN=C2)C1NC=1C=C(C(=O)O)C=CC1 3-[[2-(4-hydroxy-phenyl)imidazo[1,2-a]pyrazin-3-yl]amino]benzoic acid